4-Cyclopropyl-N-((S)-1-(6-((R)-cyclopropyl((S*)-4,4,4-trifluoro-3-methylbutanamido)methyl)-1H-benzo[d]imidazol-2-yl)-4,4,4-trifluoro-3,3-dimethylbutyl)-1,2,5-oxadiazole-3-carboxamide C1(CC1)C=1C(=NON1)C(=O)N[C@@H](CC(C(F)(F)F)(C)C)C1=NC2=C(N1)C=C(C=C2)[C@H](NC(C[C@@H](C(F)(F)F)C)=O)C2CC2 |o1:33|